CN(C)C1=C(C=CC=C1)P(C1=CC=CC=C1)C1=CC=CC=C1 (dimethylamino)phenyldiphenyl-phosphine